ClC=1C=C(C=C(C1)C1=CC=2N(C=C1)C=C(N2)C)C2COCCN2C(C=C)=O 1-(3-(3-chloro-5-(2-methylimidazo[1,2-a]pyridin-7-yl)phenyl)morpholino)prop-2-en-1-one